N-(4-(2-aminopyrimidin-4-yl)-2-methylbenzyl)-6,7-dihydro-4H-thieno[3,2-c]thiopyran-2-carboxamide 5,5-dioxide NC1=NC=CC(=N1)C1=CC(=C(CNC(=O)C2=CC=3CS(CCC3S2)(=O)=O)C=C1)C